(3aR,5R,6R,6aR)-5-(((tert-butyldiphenylsilyl)oxy)methyl)-6-(difluoro(phenylsulfonyl)methyl)-2,2-dimethyltetrahydrofuro[2,3-d][1,3]dioxol-6-ol [Si](C1=CC=CC=C1)(C1=CC=CC=C1)(C(C)(C)C)OC[C@@H]1[C@]([C@@H]2[C@@H](OC(O2)(C)C)O1)(O)C(S(=O)(=O)C1=CC=CC=C1)(F)F